N-{[4-(3-methyl-1,2-thiazol-4-yl)-2,5-dioxoimidazolidin-4-yl]methyl}-4'-(trifluoromethyl)[biphenyl]-2-carboxamide CC1=NSC=C1C1(NC(NC1=O)=O)CNC(=O)C=1C(=CC=CC1)C1=CC=C(C=C1)C(F)(F)F